(6-(8-oxa-3-azabicyclo[3.2.1]octane-3-yl)-4-(3-oxa-8-azabicyclo[3.2.1]octane-8-yl)pyridazin-3-yl)methanamine C12CN(CC(CC1)O2)C2=CC(=C(N=N2)CN)N2C1COCC2CC1